C(C1=CC=CC=C1)(C1=CC=CC=C1)N1CC(N(C(C1)C)C(=O)C=1C=C2CN(C(C2=CC1)=O)C1C(NC(CC1)=O)=O)C 3-(5-(4-benzhydryl-2,6-dimethylpiperazine-1-carbonyl)-1-oxoisoindolin-2-yl)piperidine-2,6-dione